FC(C=1C=C(C=C(C1)C(F)(F)F)C=1NC(=NN1)S)(F)F 5-(3,5-bis(trifluoromethyl)phenyl)-4H-1,2,4-triazole-3-thiol